FC1=CC=C(C=C1)N1N=C(C2=CC=CC=C2C1=O)C=1C=C(C(=O)NO)C=CC1 3-(3-(4-fluorophenyl)-4-oxo-3,4-dihydro-phthalazin-1-yl)-N-hydroxybenzoamide